(1R,2S,5S)-3-(7-chloro-1H-indole-2-carbonyl)-6,6-dimethyl-N-((S)-1-oxo-3-((S)-2-oxopyrrolidin-3-yl)propan-2-yl)-3-azabicyclo[3.1.0]hexane-2-carboxamide ClC=1C=CC=C2C=C(NC12)C(=O)N1[C@@H]([C@H]2C([C@H]2C1)(C)C)C(=O)N[C@H](C=O)C[C@H]1C(NCC1)=O